ClC1=C(C=CC(=C1)F)C1=NN2C(NCC(C2)CO)=C1C=1C=CC(N(N1)C1=C(C=CC=C1)C)=O (-)-6-[2-(2-chloro-4-fluorophenyl)-6-(hydroxymethyl)-4,5,6,7-tetrahydropyrazolo[1,5-a]pyrimidin-3-yl]-2-(2-methylphenyl)pyridazin-3(2H)-one